C1(CC1)S(=O)(=O)N=C1CC=C(N=C1)N1N=C(C(=C1O)C1=CC=C(C#N)C=C1)C 4-(1-(5-(cyclopropanesulfonylimino)pyridin-2-yl)-5-hydroxy-3-methyl-1H-pyrazol-4-yl)benzonitrile